CC(C)(C(C(C(C)C)(C)C)(C)C)S 2,3,3,4,4,5-hexamethylhexane-2-thiol